C(C)(=O)C=1C(=NC(=CC1)N1C=NC2=C1C=C(C(=C2)NC=2N=NC(=CC2)C)OCCOC)N2N=C(C=C2C)C#N 1-[3-acetyl-6-[6-(2-methoxyethoxy)-5-[(6-methylpyridazin-3-yl)amino]benzimidazol-1-yl]-2-pyridinyl]-5-methyl-pyrazole-3-carbonitrile